OC=1C(=C(C(=CC1)C)NC(=O)C=1C(=NC(=NC1)NC=1C=NN(C1)C)OC)C N-(3-hydroxy-2,6-dimethylphenyl)-4-methoxy-2-((1-methyl-1H-pyrazol-4-yl)amino)pyrimidine-5-carboxamide